FS(C1=CC=C(N[C@@H]2CC[C@H](CC2)S(=O)(=O)C2=CC=C(C=C2)C=2C=C3C(=CN2)NN=C3)C=C1)(F)(F)(F)F 4-(pentafluoro-λ6-sulfanyl)-N-[trans-4-(4-{1H-pyrazolo[3,4-c]pyridin-5-yl}benzenesulfonyl)cyclohexyl]aniline